tert-butyl (4-((5-chloro-2-ethoxybenzyl)amino)cyclohexyl)carbamate ClC=1C=CC(=C(CNC2CCC(CC2)NC(OC(C)(C)C)=O)C1)OCC